(R)-N-((2-(2-amino-3-(2,4-dichlorophenyl)propanoyl)isoindolin-5-yl)methyl)-1H-imidazole-2-sulfonamide N[C@@H](C(=O)N1CC2=CC=C(C=C2C1)CNS(=O)(=O)C=1NC=CN1)CC1=C(C=C(C=C1)Cl)Cl